CC1(OB(OC1(C)C)C1=CC=NC=C1)C 4-(4,4,5,5-tetramethyl-1,3,2-dioxaborolan-2-yl)-pyridine